NC1=CC=C(C(=C1C=O)C)Br 6-Amino-3-bromo-2-methylbenzaldehyde